Tert-butyl 4-(2-(3-(2-(methoxymethoxy)phenyl)-5-methyl-7,8-dihydro-5H-pyrido[3',4':4,5]pyrrolo[2,3-c]pyridazin-6(9H)-yl)pyrimidin-4-yl)piperazine-1-carboxylate COCOC1=C(C=CC=C1)C1=CC2=C(N=N1)NC1=C2C(N(CC1)C1=NC=CC(=N1)N1CCN(CC1)C(=O)OC(C)(C)C)C